C(C)(=O)OC(COC1=CC=C(C=C1)C(C)(C)C1=CC(=C(C(=C1)Cl)OCCCCl)Cl)CS(=O)(=O)CC 1-(4-(2-(3,5-dichloro-4-(3-chloropropoxy)phenyl)propan-2-yl)phenoxy)-3-(ethylsulfonyl)propan-2-yl acetate